N-(1-(4-chlorophenyl)-6-(6-(2-methoxyethoxy)pyridin-3-yl)-1H-pyrazolo[3,4-d]pyrimidin-4-yl)-5-nitrothiophene-2-carboxamide ClC1=CC=C(C=C1)N1N=CC=2C1=NC(=NC2NC(=O)C=2SC(=CC2)[N+](=O)[O-])C=2C=NC(=CC2)OCCOC